N-(2-(3-chloro-1-(tetrahydro-2H-pyran-4-yl)-1H-pyrazol-4-yl)pyrimidin-4-yl)-5-isopropyl-8-((2R,3S)-2-methyl-3-((methylsulfonyl)methyl)azetidin-1-yl)isoquinolin-3-amine ClC1=NN(C=C1C1=NC=CC(=N1)NC=1N=CC2=C(C=CC(=C2C1)C(C)C)N1[C@@H]([C@H](C1)CS(=O)(=O)C)C)C1CCOCC1